COC=1C=C2C(=NC(=NC2=CC1OC)C)NC(C)C1=CC=C(S1)C=1C=C(C=CC1)CCO 2-[3-(5-{1-[(6,7-dimethoxy-2-methylquinazolin-4-yl)amino]ethyl}thiophen-2-yl)phenyl]ethanol